1,3-dioxo-2,3,5,6,8,9-hexahydro-1H-pyrimido[1,6-d][1,4]oxaazepine-4-carbonitrile O=C1NC(C(=C2N1CCOCC2)C#N)=O